di(aziridin-1-yl)phosphinic acid (S)-6-([1,1'-biphenyl]-4-yloxy)-5-nitro-2,3-dihydro-1H-inden-1-yl ester C1(=CC=C(C=C1)OC1=C(C=C2CC[C@@H](C2=C1)OP(=O)(N1CC1)N1CC1)[N+](=O)[O-])C1=CC=CC=C1